(6-(Isopropyl(propyl)amino)4-(pyrrolidin-1-yl)picolinamido)benzoic acid C(C)(C)N(C1=CC(=CC(=N1)C(=O)NC1=C(C(=O)O)C=CC=C1)N1CCCC1)CCC